1-(4-hydroxyphenyl)-3-(pyridin-2-yl)-2-propen-1-one OC1=CC=C(C=C1)C(C=CC1=NC=CC=C1)=O